CS(=O)(=O)/C=C/[C@H](C)NC(=O)C=1C(=NC(=NC1)C1OCCC1)OC1=CC=CC=C1 N-((S,E)-4-(methylsulfonyl)but-3-en-2-yl)-4-phenoxy-2-(tetrahydrofuran-2-yl)pyrimidine-5-carboxamide